(S)-3-cyclopropyl-3-(2-methylthiazol-5-yl)propanoic acid C1(CC1)[C@H](CC(=O)O)C1=CN=C(S1)C